(S)-1-(6-(3,3-difluoropiperidin-4-yl)-1-methyl-1H-indazol-3-yl)dihydropyrimidine-2,4(1H,3H)-dione FC1(CNCC[C@H]1C1=CC=C2C(=NN(C2=C1)C)N1C(NC(CC1)=O)=O)F